O=C1NC(CCC1N1C(C2=C(C=CC(=C2C1=O)F)SCC1=CC=C(C=C1)CN[C@@H]1[C@@]2(CC[C@H](C1)C2(C)C)C)=O)=O 2-(2,6-dioxopiperidin-3-yl)-4-fluoro-7-((4-((((1R,2S,4R)-1,7,7-trimethylbicyclo[2.2.1]heptan-2-yl)amino)methyl)benzyl)thio)isoindoline-1,3-dione